C(C1=CC=CC=C1)OC1=C(C=CC=C1)I 1-(Benzyloxy)-2-iodobenzene